C(C)(C)(C)[Si]1(OC[C@@H]2[C@@H](O1)[C@H]([C@@H](S2)N2C=1N=C(NC(C1N=C2)=O)NC(C(C)C)=O)O[Si](C)(C)C(C)(C)C)C(C)(C)C N-(9-((4aR,6R,7R,7aS)-2,2-di-tert-butyl-7-((tert-butyldimethylsilyl)oxy)tetrahydro-4H-thieno[3,2-d][1,3,2]dioxasilin-6-yl)-6-oxo-6,9-dihydro-1H-purin-2-yl)isobutyramide